methyl 5-(2-fluoro-4-(4-(2-fluorobenzyl)-5-oxo-4,5-dihydro-1H-1,2,4-triazol-1-yl) phenoxy)-4-methylthiazole-2-carboxylate FC1=C(OC2=C(N=C(S2)C(=O)OC)C)C=CC(=C1)N1N=CN(C1=O)CC1=C(C=CC=C1)F